C1(CCCCC1)C1=CC=CC2=C1N=C(S2)SN cyclohexylbenzothiazole-2-sulfenamide